2-ethyl-tetrahydropyridine C(C)C1NC=CCC1